(5-(benzyloxy)-2-fluorophenyl)boric acid C(C1=CC=CC=C1)OC=1C=CC(=C(C1)OB(O)O)F